C(C)(C)(C)OC(=O)N1C2(CC2)CN(CC1)C=1C=C(C=2N(C(N=C(N2)C=2C=C(C=3N(C2)C=C(N3)C)F)=O)C1)C 7-(2-(8-fluoro-2-methylimidazo[1,2-a]pyridin-6-yl)-9-methyl-4-oxo-4H-pyrido[1,2-a][1,3,5]triazin-7-yl)-4,7-diazaspiro[2.5]octane-4-carboxylic acid tert-butyl ester